1,16-hexadecanediol dimethacrylate C(C(=C)C)(=O)OCCCCCCCCCCCCCCCCOC(C(=C)C)=O